6-Amino-4-((2-hydroxy-4-methylphenyl)amino)-N-phenylpyridineamide NC1=CC(=CC(=N1)C(=O)NC1=CC=CC=C1)NC1=C(C=C(C=C1)C)O